OC1(CCCCC1)C#CC=1C=C2C(=CC=NC2=CC1)SC(C(=O)O)C 2-((6-((1-hydroxycyclohexyl)ethynyl)quinolin-4-yl)thio)propanoic acid